C(C)C1(COC1)CC1=CC=C(C=C1)C1=CC=C(C=C1)CC1(COC1)CC 4,4'-bis(3-ethyl-3-oxetanylmethyl)biphenyl